FC1=C(C(=CC=C1)F)N=O 1,3-difluoro-2-nitrosobenzene